COC1=CC=2N(C=C1P1(CCN(CC1)C)=O)C=CN2 4-(7-methoxyimidazo[1,2-a]pyridin-6-yl)-1-methyl-1,4-azaphosphinane 4-oxide